ClC=1C=C2CO[C@]3(O[C@@H]([C@H]([C@@H]([C@H]3O)O)O)C)C2=CC1CC=1SC(=CC1)C(C)O (1S,3'R,4'S,5'S,6'R)-5-Chloro-6-((5-(1-hydroxyethyl)thiophen-2-yl)methyl)-6'-methyl-3',4',5',6'-tetrahydro-3H-spiro[isobenzofuran-1,2'-pyran]-3',4',5'-triol